2-(3-(4-(5-Cyanopyrimidin-2-yl)piperazin-1-yl)-3-oxopropyl)-2H-indazole-7-carboxamide C(#N)C=1C=NC(=NC1)N1CCN(CC1)C(CCN1N=C2C(=CC=CC2=C1)C(=O)N)=O